3-((6-nitro-1H-indol-3-yl)methyl)-1H-indol-5-al [N+](=O)([O-])C1=CC=C2C(=CNC2=C1)CC1=CNC2=CC=C(C=C12)C=O